NCC1(CC(C1)O)C1=CC=CC=C1 3-(aminomethyl)-3-phenylcyclobutan-1-ol